C(C)N(C1=CC=C2C=C(C(OC2=C1)=O)C=1OC2=C(C1)C=CC(=C2)C(=O)O)CC 2-(7-(diethylamino)-2-oxo-2H-chromen-3-yl)benzofuran-6-carboxylic acid